1-(5-methoxythien-2-yl)ethan-1-one COC1=CC=C(S1)C(C)=O